((2-(((S)-3,3-dimethyl-1-oxo-1-((S)-2-(2,3,4,5-tetrahydro-1H-benzo[d]azepine-3-carbonyl)pyrrolidin-1-yl)butan-2-yl)carbamoyl)benzo[b]thiophen-5-yl)difluoromethyl)phosphonic acid CC([C@@H](C(N1[C@@H](CCC1)C(=O)N1CCC2=C(CC1)C=CC=C2)=O)NC(=O)C2=CC1=C(S2)C=CC(=C1)C(F)(F)P(O)(O)=O)(C)C